CC(CC(C(=O)NCCC(C)C)NC(=O)C1C(O1)C(=O)OCC)C ethyl 3-({4-methyl-1-[(3-methylbutyl)amino]-1-oxopentan-2-yl} carbamoyl)oxirane-2-carboxylate